(S)-ethyl 8-(2-amino-6-((R)-2,2,2-trifluoro-1-(4-(3-fluoroquinolin-6-yl)-2-methylphenyl)ethoxy)pyrimidin-4-yl)-2,8-diazaspiro[4.5]decane-3-carboxylate NC1=NC(=CC(=N1)N1CCC2(C[C@H](NC2)C(=O)OCC)CC1)O[C@@H](C(F)(F)F)C1=C(C=C(C=C1)C=1C=C2C=C(C=NC2=CC1)F)C